(5'S,7a'R)-5'-(3,5-difluorophenyl)-1-(4-methylpyridine-3-carbonyl)tetrahydro-3'H-spiro[piperidine-4,2'-pyrrolo[2,1-b][1,3]oxazol]-3'-one FC=1C=C(C=C(C1)F)[C@@H]1CC[C@H]2OC3(C(N21)=O)CCN(CC3)C(=O)C=3C=NC=CC3C